6-Bromo-benzo[d]oxazol-2(3H)-one BrC1=CC2=C(NC(O2)=O)C=C1